ClC1=C(C=CC=C1)N1CC(CC1)C=1C(=C(C(=O)O)C=CC1)F 3-(1-(2-chlorophenyl)pyrrolidin-3-yl)-2-fluorobenzoic acid